(2S,4S)-N-(3,4-Difluorophenyl)-N-ethyl-4-(((3S,4R)-3-hydroxytetrahydro-2H-pyran-4-yl)amino)-1-(6-methyl-4-(trifluoromethyl)pyridin-2-yl)pyrrolidine-2-carboxamide FC=1C=C(C=CC1F)N(C(=O)[C@H]1N(C[C@H](C1)N[C@H]1[C@@H](COCC1)O)C1=NC(=CC(=C1)C(F)(F)F)C)CC